C12(CC3CC(CC(C1)C3)C2)P(C(C)(C)C)C(C)(C)C 1-adamantyl-di-t-butylphosphin